[Cl-].[Cl-].C(C)[Al](Cl)Cl Ethylaluminium dichlorid Dichlorid